FC1=C(C(=CC=C1)F)C1=NC=2C(=NNC2C=2C=C(N=CC2N1)N1C[C@H](OCC1)C)C([2H])([2H])[2H] (2R)-4-[8-(2,6-difluorophenyl)-5-(trideuteriomethyl)-3,4,7,9,12-pentazatricyclo[8.4.0.02,6]tetradeca-1(10),2(6),4,7,11,13-hexaen-13-yl]-2-methyl-morpholine